FC(C(=O)O)(F)F.C1(CC1)C1=NC=2C=C(C(=CC2C2=C1CCCCN2)OC)OCCCN2CCCC2 1-[3-({6-cyclopropyl-10-methoxy-1H,2H,3H,4H,5H-azepino[3,2-c]quinolin-9-yl}oxy)propyl]pyrrolidine trifluoroacetate